C(C)(C)OC(N([C@@H]1CN(CC1)C1=NC=2N(C=C1)N=CC2C2=NC=CC=C2)C)=O (S)-methyl-(1-(3-(pyridin-2-yl)pyrazolo[1,5-a]pyrimidin-5-yl)pyrrolidin-3-yl)carbamic acid isopropyl ester